The molecule is a carboxylic acid, an acetate ester, an organic heterotetracyclic compound and a member of rifamycins. It is a conjugate acid of a rifamycin B(2-). C[C@H]1/C=C/C=C(\\C(=O)NC2=CC(=C3C(=C2O)C(=C(C4=C3C(=O)[C@](O4)(O/C=C/[C@@H]([C@H]([C@H]([C@@H]([C@@H]([C@@H]([C@H]1O)C)O)C)OC(=O)C)C)OC)C)C)O)OCC(=O)O)/C